N-Octyl-Maleamic Acid C(CCCCCCC)NC(\C=C/C(=O)O)=O